2-((2-cyclopropyl-4-fluorophenyl)amino)-N-(6-methoxy-2-methylpyridin-3-yl)benzamide C1(CC1)C1=C(C=CC(=C1)F)NC1=C(C(=O)NC=2C(=NC(=CC2)OC)C)C=CC=C1